ClC1=C(C=CC=C1)C(CC)(O)N(C([O-])=O)C1C2CCC(C1)C2 1-(2-chlorophenyl)-1-hydroxypropyl-2-bicyclo[2.2.1]heptanylcarbamate